C(C)OC(=O)C1=C(N=NC=C1)C(F)(F)F (trifluoromethyl)pyridazine-4-carboxylic acid ethyl ester